N-(2-fluorobenzyl)-2,2-dimethylbutyramide FC1=C(CNC(C(CC)(C)C)=O)C=CC=C1